3-[4-(4-piperidylmethyl)-1-piperidyl]propan-1-ol N1CCC(CC1)CC1CCN(CC1)CCCO